methyl 1-[tert-butoxycarbonyl(2-cyanoallyl)amino]-7-(2-pyridyl)naphthalene-2-carboxylate C(C)(C)(C)OC(=O)N(C1=C(C=CC2=CC=C(C=C12)C1=NC=CC=C1)C(=O)OC)CC(=C)C#N